N-(4-(4-amino-2,7-dimethyl-7H-pyrrolo[2,3-d]pyrimidin-5-yl)-3-fluorophenyl)-2-hydroxy-2-(m-tolyl)acetamide NC=1C2=C(N=C(N1)C)N(C=C2C2=C(C=C(C=C2)NC(C(C=2C=C(C=CC2)C)O)=O)F)C